methyl 3-(9-((4-(aminomethyl)phenyl)carbamoyl)-4,5-dihydrobenzo[b]thieno[2,3-d]oxepin-8-yl)-6-((4,4-difluorocyclohexyl)carbamoyl)picolinate NCC1=CC=C(C=C1)NC(=O)C1=CC2=C(OCCC3=C2SC=C3)C=C1C=1C(=NC(=CC1)C(NC1CCC(CC1)(F)F)=O)C(=O)OC